rel-N-(6-amino-5-ethyl-3-pyridyl)-2-[(2S,5R)-5-methyl-2-(2-oxo-1H-Quinolin-6-yl)-1-piperidyl]-2-oxo-acetamide NC1=C(C=C(C=N1)NC(C(=O)N1[C@@H](CC[C@H](C1)C)C=1C=C2C=CC(NC2=CC1)=O)=O)CC |o1:12,15|